[1-[4-[methyl(tetrahydropyran-4-yl)amino]-5-oxido-6,7-dihydrothieno[3,2-d]pyrimidin-5-ium-2-yl]azetidin-3-yl] 1-methylimidazole-4-carboxylate CN1C=NC(=C1)C(=O)OC1CN(C1)C=1N=C(C2=C(N1)CC[S+]2[O-])N(C2CCOCC2)C